3-(3-Fluoro-4-chlorophenyl)-2,3-dibromopropionic acid ethyl ester C(C)OC(C(C(Br)C1=CC(=C(C=C1)Cl)F)Br)=O